ClC1=NC(=CC=2C=C(C=3N(C12)C=C(N3)C)C(=O)N)C 1-chloro-3,8-dimethylimidazo[1,2-a][1,7]naphthyridine-6-carboxamide